CC1=C(C(=NN1)C1=CC=NC=C1)C1=CC=C(C=C1)N1CC2(C1)COCC2 2-[4-[5-methyl-3-(4-pyridyl)-1H-pyrazol-4-yl]phenyl]-6-oxa-2-azaspiro[3.4]octane